tert-butyl (2R,5S)-4-(7-(2-amino-3-fluorophenyl)-6-chloro-1-(2-isopropyl-4-methylpyridin-3-yl)-2-oxo-1,2-dihydropyrido[2,3-d]pyrimidin-4-yl)-2,5-dimethylpiperazine-1-carboxylate NC1=C(C=CC=C1F)C=1C(=CC2=C(N(C(N=C2N2C[C@H](N(C[C@@H]2C)C(=O)OC(C)(C)C)C)=O)C=2C(=NC=CC2C)C(C)C)N1)Cl